C(CCCCCCCCCCC)SN=C=O 1-dodecyl-thioisocyanate